ClC1=C(C(=CC=C1)Cl)N1C=2N(C3=C(C1=O)C=NC(=N3)NC=3C=C1CCN(CC1=CC3)S(=O)(=O)C)C=CN2 6-(2,6-dichlorophenyl)-2-{[2-(methylsulfonyl)-1,2,3,4-tetrahydroisoquinolin-6-yl]amino}imidazo[1,2-a]pyrimido[5,4-e]pyrimidin-5(6H)-one